perylene-3,4,9,10-tetracarboxylic amide C1=CC(=C2C(=CC=C3C4=CC=C(C=5C(=CC=C(C1=C23)C45)C(=O)O)C(=O)O)C(=O)O)C(=O)N